NC1=NC=NN2C1=C(C=C2C=2C=C(C(=C(C(=O)N[C@@H]1CN(C[C@@H]1F)C(C(C(F)(F)F)C)=O)C2)Cl)F)C(F)(F)F 5-[4-amino-5-(trifluoromethyl)pyrrolo-[2,1-f][1,2,4]triazin-7-yl]-2-chloro-3-fluoro-N-[(3R,4S)-4-fluoro-1-(3,3,3-trifluoro-2-methylpropanoyl)pyrrolidin-3-yl]benzamide